2-(4-benzyl-6-(1,4-dimethyl-1H-1,2,3-triazol-5-yl)-4H-thiazolo[5',4':4,5]pyrrolo[3,2-b]pyridin-2-yl)propan-2-ol C(C1=CC=CC=C1)N1C2=C(C3=NC=C(C=C31)C3=C(N=NN3C)C)SC(=N2)C(C)(C)O